OC1=C(C2=C(N(C1=O)CC1CNC(C1)=O)C=CS2)C(=O)O 6-hydroxy-5-oxo-4-[(5-oxopyrrolidin-3-yl)methyl]-4,5-dihydrothieno[3,2-b]pyridine-7-carboxylic acid